CN(C1CN(C1)C1=C(C=C(C=N1)C1=CC=2C3=C(C=NC2C=C1F)N(C(C31CCC1)=O)C)NS(NC)(=O)=O)C 8'-{6-[3-(Dimethylamino)azetidin-1-yl]-5-[(methylsulfamoyl)amino]pyridin-3-yl}-7'-fluoro-3'-methyl-2',3'-dihydrospiro[cyclobutane-1,1'-pyrrolo[2,3-c]quinoline]-2'-one